4-bromo-2-iodo-1-(methylsulfanylmethyl)benzene BrC1=CC(=C(C=C1)CSC)I